ClC=1C(=NC(=NC1C(F)(F)F)S(=O)(=O)C)N1CC(C1)OCC(=O)N1CCN(CC1)C(=O)OC(C)(C)C Tert-butyl 4-(2-((1-(5-chloro-2-(methylsulfonyl)-6-(trifluoromethyl)pyrimidin-4-yl)azetidin-3-yl)oxy)acetyl)piperazin-1-carboxylate